N1=C(N=CC=C1)CN1C(C=C(C=C1)C1=NN(C2=NC=CC=C21)C2=CC=C(C=C2)C(F)(F)F)=O 1-(pyrimidin-2-ylmethyl)-4-(1-(4-(trifluoromethyl)phenyl)-1H-pyrazolo[3,4-b]pyridin-3-yl)pyridin-2(1H)-one